ethyl 2-chloro-4-{[(1S)-2-hydroxy-1-(1H-indol-3-ylmethyl)ethyl]amino}pyrimidine-5-carboxylate ClC1=NC=C(C(=N1)N[C@H](CO)CC1=CNC2=CC=CC=C12)C(=O)OCC